FC1=C(NC(C2=CC=C(C=C2)C2=NOC(=N2)C(F)(F)F)=O)C=CC=C1 2'-fluoro-4-[5-(trifluoromethyl)-1,2,4-oxadiazole-3-yl]benzanilide